3-(1-methyl-7-(4-(piperidin-4-ylmethyl)piperazin-1-yl)-1H-indazol-3-yl)piperidine-2,6-dione CN1N=C(C2=CC=CC(=C12)N1CCN(CC1)CC1CCNCC1)C1C(NC(CC1)=O)=O